1,1-bis(4-hydroxyphenyl)n-octane OC1=CC=C(C=C1)C(CCCCCCC)C1=CC=C(C=C1)O